methyl 5-((tert-butoxycarbonyl) amino)-7-((diethoxyphosphoryl) methyl)-2-naphthoate C(C)(C)(C)OC(=O)NC1=C2C=CC(=CC2=CC(=C1)CP(=O)(OCC)OCC)C(=O)OC